ClC1=C(C=CC(=C1)C#N)NS(=O)(=O)C1=CNC(=C1)C1=CC=CC=C1 N-(2-chloro-4-cyano-phenyl)-5-phenyl-1H-pyrrole-3-sulfonamide